N1(CC(=CC1)C(=O)OCC)C(=O)OC(C)(C)C 1-(tert-butyl) 3-ethyl 2,5-dihydro-1H-pyrrole-1,3-dicarboxylate